NC1=C2N=CN(C2=NC(=N1)F)[C@H]1C[C@@H]([C@@](O1)(C#C)COP(=O)(OC1=CC=CC=C1)N[C@@H](CC1=CC=CC=C1)C(=O)OCC(CCCC)CCCC)O 2-Butylhexyl ((((2R,3S,5R)-5-(6-amino-2-fluoro-9H-purin-9-yl)-2-ethynyl-3-hydroxytetrahydrofuran-2-yl)methoxy)(phenoxy)phosphoryl)-L-phenylalaninate